1-{2-[4-(4-aminopiperidin-1-yl)-3-(3-fluoro-5-methylphenyl)quinolin-6-yl]-4,6-difluorophenyl}-3,3-dimethylurea NC1CCN(CC1)C1=C(C=NC2=CC=C(C=C12)C1=C(C(=CC(=C1)F)F)NC(=O)N(C)C)C1=CC(=CC(=C1)C)F